decenamine C(=CCCCCCCCC)N